7-((4-(2-methyl-6-(methylcarbamoyl)pyridin-3-yl)piperazin-1-yl)methyl)-6-fluoropyrrolo[1,2-a]quinoxalin-4(5H)-one CC1=NC(=CC=C1N1CCN(CC1)CC=1C(=C2NC(C=3N(C2=CC1)C=CC3)=O)F)C(NC)=O